N,N-didodecylethanolamine C(CCCCCCCCCCC)N(CCO)CCCCCCCCCCCC